7-(Cyclopentylamino)-5-fluoro-2-(((1-(2,2,2-trifluoroethyl)piperidin-4-yl)thio)methyl)quinazolin-4(3H)-one C1(CCCC1)NC1=CC(=C2C(NC(=NC2=C1)CSC1CCN(CC1)CC(F)(F)F)=O)F